Cl.CN(C)CCCN=C=NCC N-(Dimethylaminopropyl)-N'-ethyl-carbodiimide hydrochloride